N(=C=S)C(CCCCCCCCCCCC(=O)OCCCCC)CCCCCCCC\C=C/C\C=C/CCCCC pentyl (22Z,25Z)-13-isothiocyanatohentriaconta-22,25-dienoate